(2,3-dioleoyl-propyl)-dimethylamine C(CCCCCCC\C=C/CCCCCCCC)(=O)C(CN(C)C)CC(CCCCCCC\C=C/CCCCCCCC)=O